FC(C1=CC(=NN1)CC1CC2(CN(C2)C(=O)OC(C)(C)C)C1)(F)F tert-butyl 6-[[5-(trifluoromethyl)-1H-pyrazol-3-yl]methyl]-2-azaspiro[3.3]heptane-2-carboxylate